OC[C@@H]1[C@H]([C@@H]1C(=O)OCC1=CC=CC=C1)C(=O)OC(C)(C)C 1-benzyl 2-(tert-butyl) (1R,2R,3S)-3-(hydroxymethyl)cyclopropane-1,2-dicarboxylate